ClC1=NC(=NC(=C1)C1=C(C=CC2=CC=CC=C12)C)N 4-chloro-6-(2-methyl-1-naphthyl)pyrimidin-2-amine